2-(3,4-dimethoxyphenyl)-6-(4-(4-isopropylpiperazin-1-yl)phenyl)-1-methyl-1H-pyrrolo[2,3-b]pyridine COC=1C=C(C=CC1OC)C1=CC=2C(=NC(=CC2)C2=CC=C(C=C2)N2CCN(CC2)C(C)C)N1C